1-(3-(7-(2H-1,2,3-triazol-2-yl)-3-(4-(trifluoromethyl)phenyl)-1H-pyrazolo[4,3-b]pyridin-1-yl)azetidin-1-yl)-2-fluoroprop-2-en-1-one N=1N(N=CC1)C1=C2C(=NC=C1)C(=NN2C2CN(C2)C(C(=C)F)=O)C2=CC=C(C=C2)C(F)(F)F